2-(2-(((tert-butoxycarbonyl)amino)methyl)-3-fluoropyridin-4-yl)-2-oxoethyl (3S)-7-(6-amino-3-chloro-2-fluorophenyl)-5-oxo-1,2,3,5,8,8a-hexahydroindolizine-3-carboxylate NC1=CC=C(C(=C1C1=CC(N2[C@@H](CCC2C1)C(=O)OCC(=O)C1=C(C(=NC=C1)CNC(=O)OC(C)(C)C)F)=O)F)Cl